C(#N)C1=CC(=C(C=C1F)NS(=O)(=O)C1=CNC2=C3C(=CC=C12)C=CC=C3)OC N-(4-cyano-5-fluoro-2-methoxyphenyl)-1H-benzo[g]indole-3-sulfonamide